C1(=CC=CC=C1)C(CN\C(=N/C1=CC=C(C=C1)C)\C1=CSC=C1)C1=CC=CC=C1 (Z)-N-(2,2-diphenylethyl)-N'-(p-tolyl)thiophene-3-carboximidamide